2-amino-N-(4-hydroxy-bicyclo[2.2.2]oct-1-yl)-5-(4-(3-(oxetan-3-yl)-3-azabicyclo[3.1.0]hex-1-yl)phenyl)nicotinamide NC1=C(C(=O)NC23CCC(CC2)(CC3)O)C=C(C=N1)C1=CC=C(C=C1)C13CN(CC3C1)C1COC1